C(CCC)C1NS(C2=C(N(C1)C1=CC=C(C=C1)F)C=C(C(=C2)O/C=C/C(=O)O)SCC)(=O)=O racemic-(E)-3-((3-butyl-7-(ethylthio)-5-(4-fluorophenyl)-1,1-dioxido-2,3,4,5-tetrahydro-1,2,5-benzothiadiazepin-8-yl)oxy)acrylic acid